C[C@H]1N([C@H](CN(C1)C1=NC=C(N=C1)C(F)(F)F)C)C(=O)OCCC1CCN(CC1)C([2H])([2H])C1=CC=CC=C1 2-(1-(phenylmethyl-d2)piperidin-4-yl)ethyl (2R,6S)-2,6-dimethyl-4-(5-(trifluoromethyl)pyrazin-2-yl)piperazine-1-carboxylate